BrC1=C(C=C(C(=O)NC2=C3C(N(C=NC3=CC=C2)CCC2=C(C=CC=C2)OC)=O)C=C1)Cl 4-bromo-3-chloro-N-{3-[2-(2-methoxyphenyl)ethyl]-4-oxo-3,4-dihydroquinazolin-5-yl}benzamide